1-ethyl-2-vinylpyridinium bromide [Br-].C(C)[N+]1=C(C=CC=C1)C=C